C(C)(C)(C)C=1C(C(=CC(C1)=CC1=CC=C(C=C1)C)C(C)(C)C)=O 2,6-di-t-butyl-4-(4-methylbenzylidene)cyclohexa-2,5-dien-1-one